[Ti].[Ni].[Ru] ruthenium-nickel-titanium